NC1NC(NC(N1)N)NCCO 2-[(4,6-diamino-1,3,5-triazacyclohexan-2-yl)amino]ethan-1-ol